6-((3,3-difluoro-4-hydroxypyrrolidin-1-yl)methyl)-2-(3-((R)-1-(4-methyl-4H-1,2,4-triazol-3-yl)propan-2-yl)phenyl)-4-(trifluoromethyl)isoindolin-1-one FC1(CN(CC1O)CC1=CC(=C2CN(C(C2=C1)=O)C1=CC(=CC=C1)[C@@H](CC1=NN=CN1C)C)C(F)(F)F)F